CC(C#CN(S(=O)(=O)C)C)(C)C N-(3,3-dimethylbut-1-yn-1-yl)-N-methylmethanesulfonamide